C(CC\C=C/CC)OC(CCCCC(=O)OCCCCCCN(CCCCCCOC(CCCCC(OCCC\C=C/CC)OCCC\C=C/CC)=O)CCO)OCCC\C=C/CC ((2-hydroxyethyl)azanediyl)bis(hexane-6,1-diyl) bis(6,6-bis(((Z)-hept-4-en-1-yl)oxy)hexanoate)